C1(CC1)C1=C(C(=NO1)C1=NN(C2=C1C(=NC=C2)NCC2=C(C=C(C=C2)OC)OC)C(C)C)C(=O)O 5-cyclopropyl-3-(4-((2,4-dimethoxybenzyl)amino)-1-isopropyl-1H-pyrazolo[4,3-c]pyridin-3-yl)isoxazole-4-carboxylic acid